5-[6-amino-1-[(2,6-difluoro-4-nitro-phenyl)methyl]pyrazolo[3,4-d]pyrimidine-4-yl]pyridine-3-carbonitrile NC1=NC(=C2C(=N1)N(N=C2)CC2=C(C=C(C=C2F)[N+](=O)[O-])F)C=2C=C(C=NC2)C#N